4-amino-N,1,3-trimethyl-N-((3S)-6-(pentafluoro-lambda6-sulfanyl)-2,3-dihydro-1-benzofuran-3-yl)-1H-pyrazolo[4,3-c][1,7]naphthyridine-8-carboxamide NC1=NC=2C=NC(=CC2C2=C1C(=NN2C)C)C(=O)N([C@@H]2COC1=C2C=CC(=C1)S(F)(F)(F)(F)F)C